NC1=NN2C(C=C(C=C2)C=2C=C(C(=NC2)OC)C(=O)NC(C)CCC2=CC=CC=C2)=N1 5-{2-amino-[1,2,4]triazolo[1,5-a]pyridin-7-yl}-2-methoxy-N-(4-phenylbutan-2-yl)pyridine-3-carboxamide